C(C)(C)(C)C1=CC=2C(C3=CC(=CC(=C3OC2C(=C1)P(C1=CC=CC=C1)C1=C(C=CC=C1)C(C)C)P(C1=CC=CC=C1)C1=C(C=CC=C1)C(C)C)C(C)(C)C)(C)C (1S,1'S)-(+)-(2,7-di-tert-butyl-9,9-dimethyl-9H-xanthen-4,5-diyl)bis((2-isopropylphenyl)(phenyl)phosphine)